NC1=C(N2N(CCC2)C1)N 2,3-Diamino-6,7-dihydropyrazolo[1,2-a]pyrazol